(R)-4-(3-chloro-2-fluorophenylamino)-7-methoxyquinazolin-6-yl 2,4-dimethylpiperazine-1-carboxylate C[C@H]1N(CCN(C1)C)C(=O)OC=1C=C2C(=NC=NC2=CC1OC)NC1=C(C(=CC=C1)Cl)F